N-((2S,3R)-1-((S)-3-aminopiperidin-1-yl)-3-(cyclohexylmethoxy)-1-oxobutan-2-yl)-2-((S)-2,2-dimethylcyclopropane-1-carbonyl)-5-oxa-2-azaspiro[3.4]octane-8-carboxamide N[C@@H]1CN(CCC1)C([C@H]([C@@H](C)OCC1CCCCC1)NC(=O)C1CCOC12CN(C2)C(=O)[C@@H]2C(C2)(C)C)=O